Heptadecan-9-yl 8-((3-((5-(methylamino)pyrimidin-4-yl)amino)propyl)(8-oxo-8-(undecan-3-yloxy)octyl)amino)octanoate CNC=1C(=NC=NC1)NCCCN(CCCCCCCC(=O)OC(CCCCCCCC)CCCCCCCC)CCCCCCCC(OC(CC)CCCCCCCC)=O